C(C)OC(C(C(=O)OCC)C1CCC(CC1)CCC)=O 2-(4-n-propylcyclohexyl)-malonic acid diethyl ester